C(C1=CC=CC=C1)OC1=NN2C(C=CC=C2)=C1 benzyloxypyrazolo[1,5-a]pyridine